3-(Trans-4-(2-((R)-4-(benzo[b]thiophen-4-yl)-3-methylpiperazin-1-yl)ethyl)cyclohexyl)-1,1-dimethylurea S1C2=C(C=C1)C(=CC=C2)N2[C@@H](CN(CC2)CC[C@@H]2CC[C@H](CC2)NC(N(C)C)=O)C